N1N=C(C=C1)CN(C1=C(C(=C(C(=N1)SC(C(=O)N)C1=CC=CC=C1)C#N)CC)C#N)C 2-((6-(((1H-pyrazol-3-yl)methyl)(methyl)amino)-3,5-dicyano-4-ethylpyridin-2-yl)thio)2-phenyl-acetamide